4-(2,2-bis(2-hydroxyphenyl)vinyl)-1-methylpyridine bromide [Br-].OC1=C(C=CC=C1)C(=CC1=CCN(C=C1)C)C1=C(C=CC=C1)O